BrCCC1=CNC2=CC=CC=C12 3-(2-bromoethyl)indole